6-(difluoromethyl)imidazo[2,1-b][1,3,4]Thiadiazole FC(C=1N=C2SC=NN2C1)F